2-amino-3-bromo-5-fluoro-6-(trifluoromethyl)benzoic acid NC1=C(C(=O)O)C(=C(C=C1Br)F)C(F)(F)F